4-((2-oxo-4-(4-(4,4,5,5-tetramethyl-1,3,2-dioxaborolan-2-yl)phenyl)piperazin-1-yl)methyl)benzonitrile O=C1N(CCN(C1)C1=CC=C(C=C1)B1OC(C(O1)(C)C)(C)C)CC1=CC=C(C#N)C=C1